(3-azabicyclo[3.1.0]hexan-1-yl)methanol hydrochloride Cl.C12(CNCC2C1)CO